N-hydroxy-2-(1-methylcyclopropyl)isonicotinamidine ONC(C1=CC(=NC=C1)C1(CC1)C)=N